ClC1=CC=C(C=C1)C=1N=C2N(C=CC=C2)C1CN1CC2CCC(C1)N2C(=O)C=2SC=C(N2)C(C)C (3-{[2-(4-Chlorophenyl)imidazo[1,2-a]pyridin-3-yl]methyl}-3,8-diazabicyclo[3.2.1]oct-8-yl)(4-isopropyl-1,3-thiazol-2-yl)methanon